ClC1=CC=C(C=C1)C=1N=CN(C1C1=CC=NC=C1)CC(=O)NC1C(CN(C1)C(=O)OC(C)(C)C)(F)F tert-Butyl 4-[[2-[4-(4-chlorophenyl)-5-(4-pyridyl)imidazol-1-yl]acetyl]amino]-3,3-difluoro-pyrrolidine-1-carboxylate